hexahydrocyclopenta[c]pyrrole-2(1H)carboxylate C1N(CC2C1CCC2)C(=O)[O-]